NC(C)(C)[C@H]1CCC2=NN=C(N21)C2=CC=CC(=N2)NC(=O)C=2C(=NN(C2)C2=NC=CN=C2)OC (R)-N-(6-(5-(2-aminopropan-2-yl)-6,7-dihydro-5H-pyrrolo[2,1-c][1,2,4]triazol-3-yl)pyridin-2-yl)-3-methoxy-1-(pyrazin-2-yl)-1H-pyrazole-4-carboxamide